FC=1C=CC(=C2CNC(C12)=O)C1=CC(=NC=C1)OC 7-fluoro-4-(2-methoxypyridin-4-yl)isoindolin-1-one